C(C)(C)(C)OC([C@@H](NC(CNS(NC)(=O)=O)=O)CCCCNC(=O)OCC1=CC=CC=C1)=O methylsulfamoylglycinyl-N6-[(benzyloxy)carbonyl]-L-lysine tert-butyl ester